5-amino-4-chloro-2-({3-[2-(4-chlorophenyl)ethyl]-1,2,4-oxadiazol-5-yl}methyl)-2,3-dihydropyridazin-3-one NC1=C(C(N(N=C1)CC1=NC(=NO1)CCC1=CC=C(C=C1)Cl)=O)Cl